[F-].C(C=C)[N+](CCOCC)(CCOCC)CC=C diallyldi(beta-ethoxyethyl)ammonium fluoride